(Z)-3-(cyclopentylamino)-N-(5-((5-fluoro-2-oxoindol-3-ylidene)methyl)-4-methyl-1H-pyrrol-3-yl)propionamide C1(CCCC1)NCCC(=O)NC1=CNC(=C1C)\C=C\1/C(NC2=CC=C(C=C12)F)=O